N-((3-chlorophenyl)(cyano)methyl)-1-(5-methyl-2-((tetrahydro-2H-pyran-4-yl)amino)pyrimidin-4-yl)-1H-imidazole-4-carboxamide ClC=1C=C(C=CC1)C(NC(=O)C=1N=CN(C1)C1=NC(=NC=C1C)NC1CCOCC1)C#N